1,4-bis((2-methyl-4-aminophenyl)amino)anthracene-9,10-dione CC1=C(C=CC(=C1)N)NC1=CC=C(C=2C(C3=CC=CC=C3C(C12)=O)=O)NC1=C(C=C(C=C1)N)C